(2-hydroxy-2-methylpropyl)-1H-benzo[d]imidazole-6-carboxylate OC(COC(=O)C=1C=CC2=C(NC=N2)C1)(C)C